4-(3-Methoxy-2-methylphenyl)-5,8-dimethylquinoline-2-carboxamide COC=1C(=C(C=CC1)C1=CC(=NC2=C(C=CC(=C12)C)C)C(=O)N)C